N-(2-(3-oxo-8-azabicyclo[3.2.1]oct-8-yl)benzyl)-2-(9-(pyridin-2-yl)-6-oxaspiro[4.5]decan-9-yl)ethylamine O=C1CC2CCC(C1)N2C2=C(CNCCC1(CCOC3(CCCC3)C1)C1=NC=CC=C1)C=CC=C2